C(#N)C1=C(C=C(C=C1)C#CC(C)NC(OC(C)(C)C)=O)C(F)(F)F tert-butyl (4-(4-cyano-3-(trifluoromethyl) phenyl)but-3-yn-2-yl)carbamate